C(C)(C)(C)OC(=O)N1[C@@](CCC1)(C)C(=O)N[C@H](C(=O)N(CCCCCC)[C@H](C[C@@H](O)C=1SC=C(N1)C(=O)O)C(C)C)[C@H](CC)C 2-[(1R,3R)-3-[(2S,3S)-2-{[(2R)-1-[(tert-Butoxy)carbonyl]-2-methylpyrrolidin-2-yl]formamido}-N-hexyl-3-methylpentanamido]-1-hydroxy-4-methylpentyl]-1,3-thiazole-4-carboxylic acid